1-N'-[2-chloro-4-[6-methoxy-7-(3-morpholin-4-ylpropoxy)pyrido[3,2-d]pyrimidin-4-yl]oxyphenyl]-1-N-(4-fluorophenyl)cyclopropane-1,1-dicarboxamide ClC1=C(C=CC(=C1)OC=1C2=C(N=CN1)C=C(C(=N2)OC)OCCCN2CCOCC2)NC(=O)C2(CC2)C(=O)NC2=CC=C(C=C2)F